C(C)OC(C1=CC=C(C=C1)C1=CNC2=NC(=CC=C21)NC(=O)C2CCN(CC2)C)=O 4-(6-(1-Methylpiperidine-4-carboxamido)-1H-pyrrolo[2,3-b]pyridin-3-yl)benzoic acid ethyl ester